1-(4-amino-3-methoxy-1H-pyrazol-1-yl)-2-methylpropan-2-ol NC=1C(=NN(C1)CC(C)(O)C)OC